1-(2-chlorophenyl)-2-hydroxypropyl-1-cyclohexyl carbamate C(N)(OC1(CCCCC1)C(C(C)O)C1=C(C=CC=C1)Cl)=O